3-methyl-7-(2-butyn-1-yl)-8-(3-(R)-amino-piperidin-1-yl)-xanthine CN1C(NC(C=2N(C(=NC12)N1C[C@@H](CCC1)N)CC#CC)=O)=O